di(n-tetradecyl)dithiophosphoric acid C(CCCCCCCCCCCCC)OP(S)(OCCCCCCCCCCCCCC)=S